S(=O)(=O)(O)C(=C(C(=O)[O-])CC[NH+](C)C)CCCO Sulfohydroxypropyldimethylammonioethylacrylat